BrC=1C(=CC(=C(C1)\C=N\O)SC(C)(C)C)OC (E)-N-[[5-bromo-2-(tert-butylsulfanyl)-4-methoxyphenyl]methylidene]hydroxylamine